tert-butyl (S)-3-(4-(pyridin-2-yl)-1,2,3,4-tetrahydroquinoxaline-1-carboxamido)pyrrolidine-1-carboxylate N1=C(C=CC=C1)N1CCN(C2=CC=CC=C12)C(=O)N[C@@H]1CN(CC1)C(=O)OC(C)(C)C